NC1=CC=C(S1)C(=O)NC1=C(C=CC(=C1)Cl)OCCOC 5-Amino-N-(5-chloro-2-(2-methoxyethoxy)phenyl)thiophene-2-carboxamide